2-(((S)-1-methylpyrrolidin-2-yl)methoxy)-1,6-naphthyridine-3-carbonitrile trifluoroacetate FC(C(=O)O)(F)F.CN1[C@@H](CCC1)COC1=NC2=CC=NC=C2C=C1C#N